FC1(OC2=C(O1)C=CC(=C2)C(=O)N[C@H]2CC[C@@H](N(C2)C(=O)OC(C)(C)C)C=2OC(=NN2)OCCOC(F)(F)F)F tert-butyl (2R,5S)-5-(2,2-difluoro-2H-1,3-benzodioxole-5-amido)-2-{5-[2-(trifluoromethoxy)ethoxy]-1,3,4-oxadiazol-2-yl}piperidine-1-carboxylate